BrC=1C=C(C=2N(C1)C(=C(N2)CC)N(C=O)C)F N-(6-Bromo-2-ethyl-8-fluoro-imidazo[1,2-a]pyridin-3-yl)-N-methyl-formamide